O=C1NC(CCC1N1C(C2=CC=C(C=C2C1=O)N1CCC2(CCC2)CC1)=O)=O 7-(2-(2,6-dioxopiperidin-3-yl)-1,3-dioxoisoindolin-5-yl)-7-azaspiro[3.5]nonane